2-((S)-1-(4-(6-((3-fluoroquinolin-8-yl)methoxy)pyridin-2-yl)piperidin-1-yl)ethyl)-3-(((S)-oxetan-2-yl)methyl)-3H-imidazo[4,5-b]pyridine-5-carboxylate FC=1C=NC2=C(C=CC=C2C1)COC1=CC=CC(=N1)C1CCN(CC1)[C@@H](C)C1=NC=2C(=NC(=CC2)C(=O)[O-])N1C[C@H]1OCC1